4-((5-((2-aminopyridin-3-yl)ethynyl)-2,6-naphthyridin-3-yl)amino)-N,3-dimethylbenzenesulfonamide NC1=NC=CC=C1C#CC1=C2C=C(N=CC2=CC=N1)NC1=C(C=C(C=C1)S(=O)(=O)NC)C